tert-butyl (trans-4-((5-(1-methyl-1H-pyrazol-4-yl)pyrazin-2-yl)amino)cyclohexyl)carbamate CN1N=CC(=C1)C=1N=CC(=NC1)N[C@@H]1CC[C@H](CC1)NC(OC(C)(C)C)=O